Pyrimidin-3-amine 2,2,2-trifluoroacetate salt FC(C(=O)O)(F)F.N=1CN(C=CC1)N